C(C)(C)(C)OC(=O)N1C[C@@H](N(CC1)C=1C2=C(N=CN1)N(C=C2C2CCC2)C2=CC(=CC=C2)F)C (S)-4-(5-cyclobutyl-7-(3-fluorophenyl)-7H-pyrrolo[2,3-d]pyrimidin-4-yl)-3-methylpiperazine-1-carboxylic acid tert-butyl ester